isopentyl-n-decyl terephthalate C(C1=CC=C(C(=O)[O-])C=C1)(=O)OC(CCCCCCCCC)CCC(C)C